BrC1=C(C(=C2C(=NC(=NC2=C1F)SC)O)F)Cl 7-bromo-6-chloro-5,8-difluoro-2-(methylthio)quinazolin-4-ol